di(2-ethylhexyl) malate C(C(O)CC(=O)OCC(CCCC)CC)(=O)OCC(CCCC)CC